5-Bromohexanol BrC(CCCCO)C